FC1=CC2=C(N=CS2)C=C1NC1=C2C(=NC=C1)SC(=C2)C2=CCCN(C2C)C(=O)OC(C)(C)C tert-butyl 5-(4-((6-fluorobenzo[d]thiazol-5-yl) amino) thieno[2,3-b]pyridin-2-yl)-6-methyl-3,6-dihydro-pyridine-1(2H)-carboxylate